(7-(2-(4-(6-fluorobenzo[b]thiophen-4-yl)piperazin-1-yl)ethyl)-2-oxo-3,4-dihydroquinolin-1(2H)-yl)methyl decanoate C(CCCCCCCCC)(=O)OCN1C(CCC2=CC=C(C=C12)CCN1CCN(CC1)C1=CC(=CC=2SC=CC21)F)=O